Cl.FCN1C2N(C(CC1)=O)CC(N(C2)CC(CC)C)=O (fluoromethyl)-8-(2-methylbutyl)hexahydro-4H-pyrazino[1,2-a]pyrimidine-4,7(6H)-dione hydrochloride